3-[5-bromo-2-(trans-4-ethylcyclohexyl)-1H-benzimidazol-1-yl]-N-cyclohexyl-N-ethylpropanamide BrC1=CC2=C(N(C(=N2)[C@@H]2CC[C@H](CC2)CC)CCC(=O)N(CC)C2CCCCC2)C=C1